C(#N)C=1C=C2C=C(N=CC2=CC1C=1C=NC(=CC1C)C(CC)O)NC(=O)[C@@H]1C(C1)(F)F (1R)-N-(6-cyano-7-(6-(1-hydroxypropyl)-4-methylpyridin-3-yl)isoquinolin-3-yl)-2,2-difluorocyclopropane-1-carboxamide